C(C)(C)(C)C1=NC=C(C=N1)C=1N=C2SC[C@H](CN2C(C1C#N)=O)CF (3R)-8-(2-tert-butylpyrimidin-5-yl)-3-(fluoromethyl)-6-oxo-2H,3H,4H,6H-pyrimido[2,1-b][1,3]thiazine-7-carbonitrile